C(C)OC(=O)C=1N=CC=2C(N(CCC2C1)C1=CC(=CC(=C1)F)F)C 7-(3,5-difluorophenyl)-8-methyl-5,6,7,8-tetrahydro-2,7-naphthyridine-3-carboxylic acid ethyl ester